CCCCCC/C=C\\CCCCCCCC(=O)SCCNC(=O)CCNC(=O)[C@@H](C(C)(C)COP(=O)([O-])OP(=O)([O-])OC[C@@H]1[C@H]([C@H]([C@@H](O1)N2C=NC3=C(N=CN=C32)N)O)OP(=O)([O-])[O-])O The molecule is a hexadecenoyl-CoA(4-) obtained by deprotonation of the phosphate and diphosphate OH groups of palmitoleyl-CoA. It has a role as a human metabolite and a Saccharomyces cerevisiae metabolite. It is a conjugate base of a palmitoleoyl-CoA.